C(C1=CC=CC=C1)OC=1C(=CC(=NC1)C(=O)O)Br 5-(benzyloxy)-4-bromopicolinic acid